CC(CC(C)(N)C)NC=1C2=C(N=C(N1)C1=CC=NC=C1)C=NC=C2 1,3-dimethyl-N1-(2-(pyridin-4-yl)pyrido[3,4-d]pyrimidin-4-yl)butane-1,3-diamine